C1(CC1)CNC1=C2C(=NC=3C=C(C(=CC13)OC)OCC1CN(OC1)C)CCC2 N-(cyclopropylmethyl)-7-methoxy-6-[(2-methyl-1,2-oxazolidin-4-yl)methoxy]-1H,2H,3H-cyclopenta[b]quinolin-9-amine